COC(=O)N1CCC(CC1)N1C(NC(=CC1=O)N[C@@H](C)C1=CC=CC=C1)=O (S)-4-(2,6-dioxo-4-((1-phenylethyl)amino)-3,6-dihydropyrimidin-1(2H)-yl)piperidine-1-carboxylic acid methyl ester